ClC=1C=C(C(=NC1)N1C([C@H](N(C(C1)=O)CC1=CC=C(C=C1)Cl)C12CC(C1)(C2)O)=O)F (R)-1-(5-chloro-3-fluoro-pyridin-2-yl)-4-(4-chloro-benzyl)-3-(3-hydroxy-bicyclo-[1.1.1]pentan-1-yl)piperazine-2,5-dione